diethylaminodithioformic acid cyanoethyl ester C(#N)CCSC(=S)N(CC)CC